ClC1=CC=C(C=C1)C1=CC=2C(=NC=C3C=CC(N(C23)C=2C=C(C#N)C=CC2)=N)C=C1 3-(9-(4-Chlorophenyl)-2-iminobenzo[H][1,6]naphthyridin-1(2H)-yl)benzonitrile